C1=CC=CC=2C3=CC=CC=C3N(C12)C1=CC=CC=2NC=3C=CC=C(C3C12)N1C2=CC=CC=C2C=2C=CC=CC12 9'H-9,4':5',9''-tercarbazole